4-(2,2'-bipyridin-4-yl)butanoic acid N1=C(C=C(C=C1)CCCC(=O)O)C1=NC=CC=C1